BrC1=CN=C(N=N1)N 6-Bromo-1,2,4-triazin-3-amine